3-(6-but-2-enyl-7-oxo-1H-pyrrolo[2,3-c]pyridin-4-yl)-N,N-dimethylbenzamide C(C=CC)N1C(C2=C(C(=C1)C=1C=C(C(=O)N(C)C)C=CC1)C=CN2)=O